3-aminomethyl-5-methyl-hexanoic acid NCC(CC(=O)O)CC(C)C